1-(tert-Butyl)-3-(4-Ethoxyphenyl)-5-methyl-pyrazol-4-ol C(C)(C)(C)N1N=C(C(=C1C)O)C1=CC=C(C=C1)OCC